1-(bicyclo[1.1.1]pentan-1-yl)-4-((5-chloropyrazin-2-yl)methyl)-1,4-dihydropyrazine-2,3-dione C12(CC(C1)C2)N2C(C(N(C=C2)CC2=NC=C(N=C2)Cl)=O)=O